ClCOC(=O)N(CC(=O)OC)CC1=C(C=C(C=C1)OC)OC methyl 2-(((chloromethoxy)formyl)(2,4-dimethoxy benzyl)amino)acetate